8-(4,4-dimethylcyclohex-1-en-1-yl)-N-(1-hydroxy-prop-2-yl)-6-methoxyquinoline-3-carboxamide CC1(CC=C(CC1)C=1C=C(C=C2C=C(C=NC12)C(=O)NC(CO)C)OC)C